COC1=CC=C(C=C1)C(OC[C@@H]1[C@H]([C@H]([C@@H](O1)N1C=NC=2C(=O)N(C=NC12)CCOCNC(CNC(=O)OCC[Si](C)(C)C)=O)O)OC(C)(C(C)(C)C)C)(C1=CC=CC=C1)C1=CC=C(C=C1)OC 5'-O-[bis(4-methoxyphenyl)(phenyl)methyl]-3'-O-(2,3,3-trimethylbutan-2-yl)-1-(2-{[(N-{[2-(trimethylsilyl)ethoxy]carbonyl}glycyl)amino]methoxy}ethyl)inosine